C(=O)O.C(C1=CC=CC=C1)NS(=O)(=O)C1=CC(=CC=C1)C1=NC2=C(C=CN=C2C=C1)NC1CCN(CC1)C N-benzyl-3-(8-((1-methylpiperidin-4-yl)amino)-1,5-naphthyridin-2-yl)benzenesulfonamide formic acid salt